S(=O)(=O)(C1=CC=C(C)C=C1)N1C=CC2=CC(=CC=C12)/C=C/C(=O)OCC (E)-ethyl 3-(1-tosyl-1H-indol-5-yl)acrylate